6'-(Difluoromethyl)-4-methyl-[3,4'-bipyridine]-2'-carbonitrile FC(C1=CC(=CC(=N1)C#N)C=1C=NC=CC1C)F